(S or R)-2-(4-((S or R)-1-(((S)-((S)-5-cyano-1,2,3,4-tetrahydroquinolin-3-yl)(phenyl)methyl)amino)propan-2-yl)phenyl)propanoic acid C(#N)C1=C2C[C@@H](CNC2=CC=C1)[C@@H](C1=CC=CC=C1)NC[C@@H](C)C1=CC=C(C=C1)[C@@H](C(=O)O)C |o1:21,29|